N-((1H-pyrrolo[2,3-b]pyridin-3-yl)methyl)-7-(8-ethylnaphthalen-1-yl)-2-((hexahydro-1H-pyrrolizin-7a-yl)methoxy)-5,6,7,8-tetrahydropyrido[3,4-d]pyrimidin-4-amine N1C=C(C=2C1=NC=CC2)CNC=2C1=C(N=C(N2)OCC23CCCN3CCC2)CN(CC1)C1=CC=CC2=CC=CC(=C12)CC